(1s,3s)-3-(7-methylthiazolo[4,5-c]pyridin-4-yl)cyclobutyl 1H-imidazole-1-carboxylate N1(C=NC=C1)C(=O)OC1CC(C1)C1=NC=C(C2=C1N=CS2)C